C(C1=CC=CC=C1)NC(=O)[C@H]1N(C[C@@H](C1)O)C(CC1=CC(=NO1)C)=O (2S,4R)-N-benzyl-4-hydroxy-1-(2-(3-methylisoxazol-5-yl)acetyl)pyrrolidine-2-carboxamide